4-Cyclohexene-1,2-dicarboxylic acid C1(C(CC=CC1)C(=O)O)C(=O)O